C1(=CC=C(C=C1)CC1=NOC(=N1)[C@H](CC=1N=CN(C1)C(=O)OC(C)(C)C)NC(=O)OC(C)(C)C)C1=CC=CC=C1 tert-butyl (S)-4-(2-(3-([1,1'-biphenyl]-4-ylmethyl)-1,2,4-oxadiazol-5-yl)-2-((tert-butoxycarbonyl)amino)ethyl)-1H-imidazole-1-carboxylate